BrC1=NC=CC(=C1)N1CCC(CC1)CCO 2-[1-(2-Bromopyridin-4-yl)piperidin-4-yl]ethanol